FC1=C(C=CC=C1N1CCN(CC1)C)C1=NNC=2C1=NN(C(C2)=O)C2=C(C=CC=C2C)F 3-(2-Fluoro-3-(4-methylpiperazin-1-yl)phenyl)-5-(2-fluoro-6-methylphenyl)-1H-pyrazolo[4,3-c]pyridazin-6(5H)-on